tert-butyl ((S)-3-((R)-N-((7-fluoro-2,4,5,6-tetrahydro-1H-cyclobuta[f]inden-3-yl)carbamoyl)-N'-tritylsulfamimidoyl)-6,7-dihydro-5H-pyrazolo[5,1-b][1,3]oxazin-6-yl)(methyl)carbamate FC=1C=2CCCC2C(=C2C1CC2)NC(=O)N[S@](=O)(=NC(C2=CC=CC=C2)(C2=CC=CC=C2)C2=CC=CC=C2)C=2C=NN1C2OC[C@H](C1)N(C(OC(C)(C)C)=O)C